2-(Phenyl-4-d)morpholine-5,5-d2 C1(=CC=C(C=C1)[2H])C1CNC(CO1)([2H])[2H]